1-(1,3-benzodioxolan-5-yl)-N-methylpropan-2-amine O1COC2=C1C=CC(=C2)CC(C)NC